tert-butyl 7-[2-[4-(4-chlorophenyl)-5-[2-(difluoromethyl)-4-pyridinyl] imidazol-1-yl] acetyl]-2,7-diazaspiro[3.5]nonane-2-carboxylate ClC1=CC=C(C=C1)C=1N=CN(C1C1=CC(=NC=C1)C(F)F)CC(=O)N1CCC2(CN(C2)C(=O)OC(C)(C)C)CC1